N-((6-(3-chlorophenyl)imidazo[2,1-b]thiazol-5-yl)methyl)-2-(3,4-dichlorophenyl)ethan-1-amine ClC=1C=C(C=CC1)C=1N=C2SC=CN2C1CNCCC1=CC(=C(C=C1)Cl)Cl